Methyl (S)-3-(3-chlorophenyl)-4-(morpholine-4-carbonyl)-2,3,4,5-tetrahydrobenzo[f][1,4]oxazepine-8-carboxylate ClC=1C=C(C=CC1)[C@H]1COC2=C(CN1C(=O)N1CCOCC1)C=CC(=C2)C(=O)OC